OC=1C(=NN(C(C1)=O)C1=C(C=CC=C1C)OC)C(=O)OC methyl 4-hydroxy-1-(2-methoxy-6-methylphenyl)-6-oxo-1,6-dihydropyridazine-3-carboxylate